[Nb].[Mo].[Cr].[Ni] nickel-chromium-Molybdenum-niobium